C(C)S(=O)(=O)N1C[C@H]([C@@H](CC1)NC1=NN2C(C=N1)=C(C=C2C(C)C)F)O (3R,4R)-1-(ethylsulfonyl)-4-((5-fluoro-7-isopropylpyrrolo[2,1-f][1,2,4]triazin-2-yl)amino)piperidin-3-ol